2-(Methacryloyloxy)ethyl-phosphorylcholine C(C(=C)C)(=O)OCCP(=O)=C(O)C[N+](C)(C)C